(S)-1-(6-amino-pyridin-3-yl)piperidin-3-ol NC1=CC=C(C=N1)N1C[C@H](CCC1)O